6-METHOXY-1H-PYRROLO[2,3-E]PYRIDINE-3-CARBALDEHYDE COC=1C=NC2=C(C1)NC=C2C=O